5-(diethylamino)-2-(2,6-diisopropylphenyl)imidazo[1,5-a]pyridin-3-ylidenegold(I) chloride C(C)N(C1=CC=CC=2N1C(N(C2)C2=C(C=CC=C2C(C)C)C(C)C)=[Au-2]Cl)CC